C(C)(C)(C)OC(=O)N(C(OC(C)(C)C)=O)C=1C(=NC=C(C1)C1=CC=2C3=C(C=NC2C=C1)N(CC31C(CC1)=O)C)C#CCCN1CCCCC1 tert-Butyl N-[(tert-butoxy)carbonyl]-N-(5-{3'-methyl-2-oxo-2',3'-dihydrospiro[cyclobutane-1,1'-pyrrolo[2,3-c]quinoline]-8'-yl}-2-[4-(piperidin-1-yl)but-1-yn-1-yl]pyridin-3-yl)carbamate